Cl.C(C)(C)C=1N=C2N(N=CC=C2NCC2=C(C=CC=C2)OC(F)(F)F)C1 isopropyl-N-(2-(trifluoromethoxy)benzyl)imidazo[1,2-b]pyridazin-8-amine hydrochloride